C(CCCCCCCCCCCCCCC)OC(O[Si](OCCCCCCN(CCO)CCO)(C)C)CCSSCCCCCCCCCCCC 13-(hexadecyloxy)-3-(2-hydroxyethyl)-11,11-dimethyl-10,12-dioxa-16,17-dithia-3-aza-11-silanonacosan-1-ol